C(C)(=O)C1CCC(CC1)N1C(C=2C(C(=C1)C(=O)O)=NN(C2)COCC[Si](C)(C)C)=O 5-(4-acetylcyclohexyl)-4-oxo-2-{[2-(trimethylsilyl)ethoxy]methyl}-2H,4H,5H-pyrazolo[4,3-c]pyridine-7-carboxylic acid